FC(OC[C@H]1CN(CC1)C=1C=NN(C1)C12CC(C1)(C2)C2(OC1=C(CC2)C=CC=C1)C(=O)N)(F)F 3-(4-{(3R)-3-[(trifluoromethoxy)methyl]pyrrolidin-1-yl}-1H-pyrazol-1-yl)bicyclo[1.1.1]pentan-1-yl-3,4-dihydro-2H-1-benzopyran-2-carboxamide